benzyl N-[3-(trifluoromethyl)-tetrahydrobenzothiophen-5-yl]carbamate FC(C1CSC=2C1CC(=CC2)NC(OCC2=CC=CC=C2)=O)(F)F